N-(4-(3-(4-propenoylpiperazin-1-yl)pyridin-4-yl)-2-methylbenzyl)-5-(tert-butyl)-1,2,4-oxadiazole-3-carboxamide C(C=C)(=O)N1CCN(CC1)C=1C=NC=CC1C1=CC(=C(CNC(=O)C2=NOC(=N2)C(C)(C)C)C=C1)C